3-[[4-(2,6-Dimethylphenyl)-6-[(2R)-4-methyl-2-[[3-methyl-3-(trifluoromethoxy)cyclobutyl]amino]pentoxy]pyrimidin-2-yl]sulfamoyl]benzoic acid CC1=C(C(=CC=C1)C)C1=NC(=NC(=C1)OC[C@@H](CC(C)C)NC1CC(C1)(OC(F)(F)F)C)NS(=O)(=O)C=1C=C(C(=O)O)C=CC1